tert-butyl 5-vinylsalicylate C(=C)C1=CC=C(C(C(=O)OC(C)(C)C)=C1)O